C(C)C1=NNC(=C1)C(=O)OC=1C(NC=C(C1)CSC1=CC(=C(C=C1)Cl)Cl)=O 5-(((3,4-dichlorophenyl) thio) methyl)-2-oxo-1,2-dihydropyridin-3-yl 3-ethyl-1H-pyrazole-5-carboxylate